COC1=CC=C2C3=C(NC2=C1)C(=NC=C3)C3(CCCC3)C(=O)N (7-methoxy-9H-pyrido[3,4-b]indol-1-yl)cyclopentanecarboxamide